Tert-butyl 4-(2-hydroxyethoxy)-4-methyl-piperidine-1-carboxylate OCCOC1(CCN(CC1)C(=O)OC(C)(C)C)C